ClC1=C(C=CC=C1Cl)SC=1N=C2C(=NC1)N(C(=N2)N2CCC(CC2)(C)NC(OC(C)(C)C)=O)COCC[Si](C)(C)C tert-butyl (1-(5-((2,3-dichlorophenyl)thio)-1-((2-(trimethylsilyl)ethoxy)methyl)-1H-imidazo[4,5-b]pyrazin-2-yl)-4-methylpiperidin-4-yl)carbamate